O=C(CN1C(C2=CC=CC=C2C1=O)=O)CC 2-(2-oxo-butyl)isoindoline-1,3-dione